F[B-](F)(F)F.C(C)N1OCC2=C1C=CC=C2 1-ethyl-2,1-benzisoxazole tetrafluoroborate